FC=1C(=C(OC2=C(C=C(C(=C2)C(F)(F)F)F)C=2NC3=CC=NC(=C3C(C2)=O)NCCN(C)C)C=CC1F)OC 2-[2-(3,4-Difluoro-2-methoxy-phenoxy)-5-fluoro-4-(trifluoromethyl)phenyl]-5-[2-(dimethylamino)ethylamino]-1H-1,6-naphthyridin-4-one